tert-butyl (S)-(5-((6-bromopyrazin-2-yl)oxy)-3,3-difluoropentan-2-yl)carbamate BrC1=CN=CC(=N1)OCCC([C@H](C)NC(OC(C)(C)C)=O)(F)F